The molecule is an amino acid zwitterion of homocysteine arising from transfer of a proton from the carboxy to the amino group; major species at pH 7.3. It has a role as a human metabolite, an Escherichia coli metabolite and a Saccharomyces cerevisiae metabolite. It is a tautomer of a homocysteine. C(CS)C(C(=O)[O-])[NH3+]